FC1=CC=C(C=C1)[C@@H]1CN(CC1)C(=O)C=1C=C2CN(C(C2=CC1)=O)C1C(NC(CC1)=O)=O 3-(5-((R)-3-(4-fluorophenyl)pyrrolidine-1-carbonyl)-1-oxoisoindolin-2-yl)piperidine-2,6-dione